methyl (R)-2-amino-3-(3-fluorophenyl)propanoate hydrochloride Cl.N[C@@H](C(=O)OC)CC1=CC(=CC=C1)F